pyrrol-2(5H)-one N1C(C=CC1)=O